NC1=CC=C(N=N1)C1CCN(CC1)C(=O)C=1C=NC(=C(C1)OC)C1=CC=C(C=C1)C(F)(F)F [4-(6-Amino-pyridazin-3-yl)-piperidin-1-yl]-[5-methoxy-6-(4-trifluoromethyl-phenyl)-pyridin-3-yl]-methanone